2-((1R,5S,6S)-6-(4-ethylphenyl)-3-azabicyclo[3.1.0]hexane-3-carbonyl)-5-azaspiro[3.4]octan-6-one C(C)C1=CC=C(C=C1)C1[C@@H]2CN(C[C@H]12)C(=O)C1CC2(C1)NC(CC2)=O